5-Bromo-2-((3-(3-hydroxypropoxy)-4-(4-(4-methylpiperazin-1-yl)piperidin-1-yl)phenyl)amino)pyrimidine BrC=1C=NC(=NC1)NC1=CC(=C(C=C1)N1CCC(CC1)N1CCN(CC1)C)OCCCO